aminopropyl-trimethyloxysilane NCCC[Si](OC)(OC)OC